C1(=CC=CC=C1)S(=O)(=O)/C=C/C(=O)C1=CC=C(C=C1)SC (E)-3-(benzenesulfonyl)-1-(p-methylthiophenyl)-2-propen-1-one